5-iOdopyrrolo[2,1-f][1,2,4]triazin-4-amine IC=1C=CN2N=CN=C(C21)N